N-[4-(7-bromo-5-{[2-(trimethylsilyl)ethoxy]methyl}-5H-pyrrolo[2,3-b]pyrazin-6-yl)pyridin-2-yl]-2,2-dimethylpropanamide BrC1=C(N(C2=NC=CN=C21)COCC[Si](C)(C)C)C2=CC(=NC=C2)NC(C(C)(C)C)=O